cerium (III) tris(2-ethylhexanoate) C(C)C(C(=O)[O-])CCCC.C(C)C(C(=O)[O-])CCCC.C(C)C(C(=O)[O-])CCCC.[Ce+3]